9-([1,1'-biphenyl]-4-yl)-9H-carbazole C1(=CC=C(C=C1)N1C2=CC=CC=C2C=2C=CC=CC12)C1=CC=CC=C1